3-(4-benzyl-1-hydroxynaphthalen-2-yl)propionic acid C(C1=CC=CC=C1)C1=CC(=C(C2=CC=CC=C12)O)CCC(=O)O